ClC1=CC(=C(C=C1)[C@@]1(OC2=C(O1)C=CC=C2C2CCN(CC2)CC2=C(C=C(C=N2)/C=C/C(=O)OCC)CC2(CC2)C#N)C)F ethyl (S,E)-3-(6-((4-(2-(4-chloro-2-fluorophenyl)-2-methylbenzo[d][1,3]dioxol-4-yl)piperidin-1-yl)methyl)-5-((1-cyanocyclopropyl)methyl)pyridin-3-yl)acrylate